(R)-1-(4-(7-(3-amino-5-methyl-1H-indazol-4-yl)-6-chloro-2-(3-(dimethylamino)azetidin-1-yl)-8-fluoroquinazolin-4-yl)piperazin-1-yl)prop-2-en-1-one NC1=NNC2=CC=C(C(=C12)C1=C(C=C2C(=NC(=NC2=C1F)N1CC(C1)N(C)C)N1CCN(CC1)C(C=C)=O)Cl)C